C(C#C)OCCO 2-(prop-2-yn-1-yloxy)-ethan-1-ol